[(E)-(1-Indanylidene)methyl]propylamine C/1(\CCC2=CC=CC=C12)=C\NCCC